C(C)(C)(C)OC(=O)N[C@@H](CC(NC(C1=CC=CC=C1)(C1=CC=CC=C1)C1=CC=CC=C1)=O)C(=O)O N2-(tert-Butoxycarbonyl)-N4-trityl-L-asparagine